OCCOC1=CC=C(C=N1)N1C[C@H](CCC1)N(CC1=CC(=NC=C1)C)CC=1N(C2=CC=CC=C2C(C1)=O)C ({[(3S)-1-[6-(2-hydroxyethoxy)pyridin-3-yl]piperidin-3-yl][(2-methylpyridin-4-yl)methyl]amino}methyl)-1-methyl-1,4-dihydroquinolin-4-one